7-(4-bromo-3-chloro-benzoyl)-3-oxo-2-(4-pyrazol-1-ylphenyl)-N-[rac-(1R)-1-(2-pyrazol-1-ylphenyl)ethyl]-6,8-dihydro-5H-imidazo[1,5-a]pyrazine-1-carboxamide BrC1=C(C=C(C(=O)N2CC=3N(CC2)C(N(C3C(=O)N[C@H](C)C3=C(C=CC=C3)N3N=CC=C3)C3=CC=C(C=C3)N3N=CC=C3)=O)C=C1)Cl |r|